(R)-3-(1,4-dimethyl-1H-benzo[d][1,2,3]triazol-5-yl)-3-(3-(((4-methoxybenzyl)oxy)methyl)-4-methylphenyl)propanoic acid ethyl ester C(C)OC(C[C@H](C1=CC(=C(C=C1)C)COCC1=CC=C(C=C1)OC)C1=C(C2=C(N(N=N2)C)C=C1)C)=O